ClC=1SC(=C(N1)C(=O)NC1=C(C(=C(C(=C1F)F)C1=CC(=CC=C1)OC([2H])([2H])[2H])F)F)C(=O)NOC([2H])([2H])[2H] 2-Chloro-N5-(methoxy-d3)-N4-(2,3,5,6-tetrafluoro-3'-(methoxy-d3)-[1,1'-biphenyl]-4-yl)thiazole-4,5-dicarboxamide